C(C)(C)(C)OC(=O)N1CC[C@@H]2[C@H]1CN(CC2)C2=NC=C(C=C2)C=2C=1N(C=C(C2)OCC)N=CC1C#N (3aR,7aS)-6-(5-(3-cyano-6-ethoxypyrazolo[1,5-a]pyridin-4-yl)pyridin-2-yl)octahydro-1H-pyrrolo[2,3-c]pyridine-1-carboxylic acid tert-butyl ester